O-(oxetan-3-yl)hydroxylamine C1C(CO1)ON